FC=1C=C(C=NC1N1C=NC(=C1)C1(CCOCC1)O)NC(CN1N=C(C=C1C)C(F)(F)F)=O N-(5-fluoro-6-(4-(4-hydroxytetrahydro-2H-pyran-4-yl)-1H-imidazol-1-yl)pyridin-3-yl)-2-(5-methyl-3-(trifluoromethyl)-1H-pyrazol-1-yl)acetamide